C(C)C(COP(=O)(O)O)CCCC.P(O)(O)(O)=O phosphoric acid mono(2-ethylhexyl)phosphate